FC1=C(C(=O)N([C@H]2CN(CCC2)C(=O)OC(C)(C)C)C2=NC=CC3=C2C=C(S3)\C=C\C(=O)NC)C=CC(=C1)N1N=NC=3C1=NC=CC3 tert-butyl (3R)-3-[[2-fluoro-4-(triazolo[4,5-b]pyridin-3-yl)benzoyl]-[2-[(E)-3-(methylamino)-3-oxo-prop-1-enyl]thieno[3,2-c]pyridin-4-yl]amino]piperidine-1-carboxylate